CO[Si](CCCS)(OC)OC 3-(trimethoxysilyl)-1-propylmercaptan